2,3-dimethyl-7-octenoic acid CC(C(=O)O)C(CCCC=C)C